C(C)OC(C1=C(N=C(C(=C1O)Br)C)C)=O 5-bromo-4-hydroxy-2,6-dimethylnicotinic acid ethyl ester